ClC1=C(C(N(C2=CC(=CC=C12)C(F)(F)F)C1=CC(=CC=C1)CO)=O)C(=O)OC Methyl 4-chloro-1-(3-(hydroxymethyl) phenyl)-2-oxo-7-(trifluoromethyl)-1,2-dihydroquinoline-3-carboxylate